CS(=O)(=O)O[C@@H]1[C@H](O[C@H]([C@@H]1O[Si](C)(C)C(C)(C)C)N1C(NC(C=C1)=O)=O)CO[Si](C)(C)C(C)(C)C (2R,3R,4R,5R)-4-((tert-butyldimethylsilyl)oxy)-2-(((tert-butyldimethylsilyl)oxy)methyl)-5-(2,4-dioxo-3,4-dihydropyrimidin-1(2H)-yl)tetrahydrofuran-3-yl methanesulfonate